1-tert-butyl-3-{4-nitro-3-[(pyridin-2-yl)methoxy]phenyl}-5-[(pyrazin-2-yl)amino]-1H-pyrazole-4-carboxamide C(C)(C)(C)N1N=C(C(=C1NC1=NC=CN=C1)C(=O)N)C1=CC(=C(C=C1)[N+](=O)[O-])OCC1=NC=CC=C1